FC(OC1=NC(=CC=C1NC(=O)C1(CCN(CC1)C(CC(=O)O)=O)C1=C(C=CC=C1)C(C)C)C)F 3-(4-((2-(difluoromethoxy)-6-methylpyridin-3-yl)carbamoyl)-4-(2-isopropylphenyl)piperidin-1-yl)-3-oxopropionic acid